C(C1=CC=CC=C1)OC=1C(=NC=NC1OCC1=CC=CC=C1)CN1C(C(N(CC1)C(C)C)=O)C1=CC=C(C=C1)C#CC1=CC=C(C=C1)CN1CCOCC1 4-((5,6-bis(benzyloxy)pyrimidin-4-yl)methyl)-1-isopropyl-3-(4-((4-(morpholinomethyl)phenyl)ethynyl)phenyl)piperazin-2-one